ClC=1C=C(C=C2C=C(N=NC12)N)C=1C=NN(C1)C 8-Chloro-6-(1-methyl-1H-pyrazol-4-yl)cinnolin-3-amine